C(C(=C)C)(=O)OCC(C(C(C(CO)O)O)O)O 2,3,4,5,6-pentahydroxyhexyl methacrylate